CC([C@@H](C(=O)OC)N(C(=O)N1CCC2(CN(CCO2)C(C=C)=O)CC1)C)C methyl (2S)-3-methyl-2-[methyl(4-(prop-2-enoyl)-1-oxa-4,9-diazaspiro[5.5]undecane-9-carbonyl)amino]butanoate